4-methyl-1-(3-sulfopropyl)pyridin-1-ium Tertbutyl-(R)-(1-oxo-1-(((phenyl-d5)methyl-d2)amino)propan-2-yl)carbamate C(C)(C)(C)N(C([O-])=O)[C@@H](C(NC([2H])([2H])C1=C(C(=C(C(=C1[2H])[2H])[2H])[2H])[2H])=O)C.CC1=CC=[N+](C=C1)CCCS(=O)(=O)O